NC1=NC=C(C=C1O[C@H](C)C=1C=C(C=CC1)NC(C1=CC(=CC=C1)C(F)F)=O)Cl (R)-N-(3-(1-((2-amino-5-chloropyridin-3-yl)oxy)ethyl)-phenyl)-3-(difluoromethyl)benzamide